(S)-3-(3-(tert-butyl)-7-chloro-2-oxo-5-phenyl-2,3-dihydro-1H-benzo[e][1,4]diazepin-1-yl)propionic acid C(C)(C)(C)[C@@H]1N=C(C2=C(N(C1=O)CCC(=O)O)C=CC(=C2)Cl)C2=CC=CC=C2